6-Fluoro-8-(1H-indazol-4-yl)-1,4,4,9-tetramethyl-5H-[1,2,4]triazolo[4,3-a]quinoxaline FC1=C2NC(C=3N(C2=C(C(=C1)C1=C2C=NNC2=CC=C1)C)C(=NN3)C)(C)C